O1CCN(CC1)C1=CC=C(C=C1)C=1C=C(C(=O)N)C=CN1 2-(4-morpholinophenyl)isonicotinamide